C(C)(C)(C)OC(=O)N[C@@H](C(=O)OC)CC1=NC(=CC=C1)OC methyl (R)-2-((tert-butoxycarbonyl)amino)-3-(6-methoxypyridin-2-yl)propanoate